BrC1=C(N(C(=C1)C(C(F)(F)F)(F)F)C)N1N=CC(=C1)C=1C=CC(=C(C(=O)NC2(CC2)C#N)C1)Cl 5-[1-[3-bromo-1-methyl-5-(1,1,2,2,2-pentafluoroethyl)pyrrol-2-yl]pyrazol-4-yl]-2-chloro-N-(1-cyanocyclopropyl)benzamide